CN1C=CC2=CC=CC(=C12)C1CC(C1)O 3-(1-methyl-1H-indol-7-yl)cyclobutan-1-ol